NC1=NC=CC=C1C1=NC=2C(=NC(=CC2)C2=CC=CC=C2)N1C1=CC=C(CN2CCC(CC2)OC2=C(C=O)C(=CC=C2)O)C=C1 2-((1-(4-(2-(2-aminopyridin-3-yl)-5-phenyl-3H-imidazo[4,5-b]pyridin-3-yl)benzyl)piperidin-4-yl)oxy)-6-hydroxybenzaldehyde